NC1CCN(CC1)C=1N(C(C(=C(N1)C1=CC(=C(C#N)C=C1)F)C1=CC(=C(C=C1)OC)F)=O)C 4-[2-(4-aminopiperidin-1-yl)-5-(3-fluoro-4-methoxyphenyl)-1-methyl-6-oxo-1,6-dihydropyrimidin-4-yl]-2-fluorobenzonitrile